N-(4-(8-fluoro-7-methoxy-1,3,4,5-tetrahydro-2H-benzo[c]azepin-2-yl)-2,6-dimethylphenyl)-3,3-dimethylbutanamide FC=1C(=CC2=C(CN(CCC2)C2=CC(=C(C(=C2)C)NC(CC(C)(C)C)=O)C)C1)OC